FC=1C=C(C=CC1F)C1COC2=CC(=CC=C2C1C1=CC(=C(C=C1)N1CCC(CC1)CN1CCN(CC1)C=1C=C2CN(C(C2=CC1)=O)C1C(NC(CC1)=O)=O)F)O 3-(5-(4-((1-(4-(3-(3,4-Difluorophenyl)-7-hydroxychroman-4-yl)-2-fluorophenyl)piperidin-4-yl)methyl)piperazin-1-yl)-1-oxoisoindolin-2-yl)piperidin-2,6-dion